C(C1=CC=CC=C1)OC(CCCCCCC(CO)O)C 9-(benzyloxy)-1,2-decanediol